FC1(C[C@@H]2N(C=3N=CC(=CC13)C(F)(F)F)CCNC2)F (S)-5,5-difluoro-3-(trifluoromethyl)-5,6,6a,7,9,10-hexahydro-8H-pyrazino[1,2-a][1,8]naphthyridin